Cl.Cl.COC=1C=CC=C2C(N(C(=NC12)CCCCNC)CC(C)(C)C)=O 8-methoxy-2-(4-(methylamino)butyl)-3-neopentylquinazolin-4(3H)-one bis-hydrochloride salt